CC(=O)/C=C/C12C(CCCC1(O2)C)(C)C epoxy-β-ionone